racemic-N-(5-(2-hydroxy-3-(4-(trifluoromethyl)phenyl)propyl)-1H-indol-3-yl)cyclopropanecarboxamide O[C@@H](CC=1C=C2C(=CNC2=CC1)NC(=O)C1CC1)CC1=CC=C(C=C1)C(F)(F)F |r|